C(C)(C)(C)OC(CCCCC=O)=O 6-oxohexanoic acid tert-butyl ester